2,6-dibromo-4-aminopyridine BrC1=NC(=CC(=C1)N)Br